3-hexyl-2,5-furandione C(CCCCC)C=1C(OC(C1)=O)=O